FC1=CC(=C2C=CNC2=C1)CN1C(CCC1=O)C1=CC=CC=C1 trans-1-((6-fluoro-1H-indol-4-yl)methyl)-5-oxo-2-phenylpyrrolidin